dipentyl 2,3-dibenzylsuccinate C(C1=CC=CC=C1)C(C(=O)OCCCCC)C(C(=O)OCCCCC)CC1=CC=CC=C1